2-[3-[3-(difluoromethoxy)-5-methoxy-4-(6-methyl-2,6-diazaspiro[3.3]heptane-2-carbonyl)phenyl]imidazo[1,2-a]pyridin-7-yl]-2-methyl-propanenitrile FC(OC=1C=C(C=C(C1C(=O)N1CC2(C1)CN(C2)C)OC)C2=CN=C1N2C=CC(=C1)C(C#N)(C)C)F